NC1=CC2=CN(N=C2C=C1)C1CCC(CC1)CO [4-(5-aminoindazol-2-yl)cyclohexyl]methanol